(1R,4R)-4-Formyl-2-oxa-5-azabicyclo[2.2.1]heptane-5-carboxylate C(=O)[C@@]12CO[C@@H](CN1C(=O)[O-])C2